tert-Butyl 3-(2-morpholino-7-phenyl-6,7-dihydro-5H-pyrrolo[2,3-d]pyrimidin-4-yl)pyrrolidine-1-carboxylate O1CCN(CC1)C=1N=C(C2=C(N1)N(CC2)C2=CC=CC=C2)C2CN(CC2)C(=O)OC(C)(C)C